O(S(=O)(=O)C(F)(F)F)C1=C2C(=NC(=C1)Cl)C(=C(S2)[C@H]2CC=CC[C@@H]2NC(=O)OC(C)(C)C)Cl 2-((1s,6s)-6-((tert-butoxycarbonyl) amino) cyclohex-3-en-1-yl)-3,5-dichlorothieno[3,2-b]pyridin-7-yl triflate